C(C1=CC=CC=C1)N1CC(C(C(C1)C)=O)N1C(C2=CC=CC=C2C1=O)=O 2-(1-Benzyl-5-methyl-4-oxopiperidin-3-yl)isoindoline-1,3-dione